C1=CC=CC=2CC=CCC12 5,8-dihydronaphthalene